FC1(CN(C1)C1CCC(CC1)NC(=O)C=1N=C(C=C2C1NN=C2)N2C=NC=C2)F N-((1r,4r)-4-(3,3-difluoroazetidin-1-yl)cyclohexyl)-5-(1H-imidazol-1-yl)-1H-pyrazolo[3,4-c]pyridine-7-carboxamide